(2R,5S)-5-(4-chlorobenzyl)-N,N-dimethyl-4-(4-(5-methyloxazol-2-yl)cyclohexyl)morpholine-2-carboxamide 2,2,2-trifluoroacetate FC(C(=O)O)(F)F.ClC1=CC=C(C[C@H]2CO[C@H](CN2C2CCC(CC2)C=2OC(=CN2)C)C(=O)N(C)C)C=C1